6-(3-Bromophenyl)-23,29-difluoro-3,6,11,11-tetramethyl-14,25-dioxa-3,4,12,20,31-pentazapentacyclo[24.3.1.12,5.016,24.017,21]hentriaconta-1(30),2(31),4,16,18,21,23,26,28-nonaen-13-one BrC=1C=C(C=CC1)C1(C2=NN(C(C=3C(=CC=C(OC4=C(C=C5NC=CC5=C4COC(NC(CCCC1)(C)C)=O)F)C3)F)=N2)C)C